6-(cyclopropanecarboxamido)-4-((5,8-dimethyl-9-oxo-5,6,8,9-tetrahydropyrido[3,2-e][1,2,4]triazolo[4,3-a]pyrazin-4-yl)amino)-N-(methyl-d3)nicotinamide C1(CC1)C(=O)NC1=NC=C(C(=O)NC([2H])([2H])[2H])C(=C1)NC1=CC=NC2=C1N(CC=1N2C(N(N1)C)=O)C